C(CCCCCCC)(=O)OCC(C)OC(CCCCCCC)=O propyleneglycol di-caprylate